(1r,4r)-4-(6-(2,6-dioxopiperidin-3-yl)-1,2,3,4-tetrahydroisoquinoline-2-carbonyl)cyclohexane-1-carbaldehyde O=C1NC(CCC1C=1C=C2CCN(CC2=CC1)C(=O)C1CCC(CC1)C=O)=O